ClC1=NC=C(C(=C1)C1=C(C=NC(=C1)C)C(=O)NC=1SC(=NN1)[C@H]1[C@@H](C1)F)OC 2'-chloro-N-(5-((1R,2R)-2-fluorocyclopropyl)-1,3,4-thiadiazol-2-yl)-5'-methoxy-6-methyl-(4,4'-bipyridine)-3-carboxamide